2-(methyl-amino)propanamide CNC(C(=O)N)C